1-(4-fluorophenyl)-2-phenylacetaldehyde FC1=CC=C(C=C1)C(CC1=CC=CC=C1)=O